4-(3-bromo-4-fluorophenyl)-3-(4-(hydroxymethyl)-1,2,5-oxadiazol-3-yl)-1,2,4-oxadiazol-5(4H)-one BrC=1C=C(C=CC1F)N1C(=NOC1=O)C1=NON=C1CO